(2S,3R)-5,7-bis(benzyloxy)-2-(3,4,5-tris(benzyloxy)phenyl)chroman-3-yl 2,3,4-tris(benzyloxy)benzoate C(C1=CC=CC=C1)OC1=C(C(=O)O[C@H]2[C@@H](OC3=CC(=CC(=C3C2)OCC2=CC=CC=C2)OCC2=CC=CC=C2)C2=CC(=C(C(=C2)OCC2=CC=CC=C2)OCC2=CC=CC=C2)OCC2=CC=CC=C2)C=CC(=C1OCC1=CC=CC=C1)OCC1=CC=CC=C1